C(C)(C)(C)OC(=O)[C@H]1CC[C@H](NC1)C(=O)O (2S,5S)-5-(tert-butoxycarbonyl)piperidine-2-carboxylic acid